2-(2',4'-difluorophenyl)-4-trifluoromethyl-pyridine FC1=C(C=CC(=C1)F)C1=NC=CC(=C1)C(F)(F)F